N-vinyl-carboxamide C(=C)NC=O